COC1=CC=C(C=C1)C1=C(N(C=C1)C1=CC=C(C=C1)C)C=1OC=CC1C1=CC=C(C=C1)OC 3-(4-methoxyphenyl)-2-(3-(4-methoxyphenyl)furan-2-yl)-1-(p-tolyl)-1H-pyrrole